C(C)(C)(C)OC(=O)N1CCC(=CC1)C1=NC(=CC=C1)OCCC1=C(C=C(C=C1)Cl)F 6-(4-Chloro-2-fluorophenyl)ethoxy-3',6'-dihydro-[2,4'-bipyridine]-1'(2'H)-carboxylic acid tert-butyl ester